N1=C(C=CC=C1)[C@H](C)N1C=NC(=C1)C(=O)OCC ethyl 1-[(1S)-1-(2-pyridinyl) ethyl]-1H-imidazole-4-carboxylate